NC1=CC=C2C=CC=C(C2=C1)S(=O)(=O)[O-] 7-amino-1-naphthalenesulfonate